N-(3-(4'-methoxy-[1,1'-biphenyl]-4-yl)propyl)-6-methyl-2-(trifluoromethyl)thieno[2,3-d]pyrimidin COC1=CC=C(C=C1)C1=CC=C(C=C1)CCCN1C(N=CC2=C1SC(=C2)C)C(F)(F)F